FC1=C(C(=CC=C1)F)C=1SCC(N1)C(=O)O 2-(2,6-difluorophenyl)-4,5-dihydro-1,3-thiazole-4-carboxylic acid